2,2-difluoroethylvinyl carbonate C(OC=CCC(F)F)([O-])=O